N[C@H]1C[C@@H](CC1)N1C=C(C2=C1N=CN=C2OC=2C=NN(C2)C)C2=CC(=C(C#N)C=C2)F 4-(7-((1R,3R)-3-aminocyclopentyl)-4-((1-methyl-1H-pyrazol-4-yl)oxy)-7H-pyrrolo[2,3-d]pyrimidin-5-yl)-2-fluorobenzonitrile